C(C)C(CS)CCCCCCCC 2-ethyl-1-decanethiol